(R)-N-((3-chloro-1H-pyrrolo[3,2-c]pyridin-2-yl)methyl)-2-(5-((1-(dibenzo[b,d]furan-2-yl)ethyl)amino)-2-(2-fluorophenyl)-6-oxopyrimidin-1(6H)-yl)acetamide ClC1=C(NC2=C1C=NC=C2)CNC(CN2C(=NC=C(C2=O)N[C@H](C)C2=CC1=C(OC3=C1C=CC=C3)C=C2)C2=C(C=CC=C2)F)=O